1-(2-((3R,5R,8S,9S,10R,13S,14S,17S)-10-Fluoro-3-hydroxy-3,13-dimethylhexadecahydro-1H-cyclopenta[a]phenanthren-17-yl)-2-oxoethyl)-5-methyl-1H-pyrazole-4-carbonitrile F[C@]12[C@H]3CC[C@@]4([C@H](CC[C@H]4[C@@H]3CC[C@@H]2C[C@](CC1)(C)O)C(CN1N=CC(=C1C)C#N)=O)C